5-(4-chlorobenzyl)-8-isopropyl-2-(2-methylpyridin-4-yl)-2,5,8-triazaspiro[3.5]nonane-6,9-dione ClC1=CC=C(CN2C3(CN(C3)C3=CC(=NC=C3)C)C(N(CC2=O)C(C)C)=O)C=C1